FC(F)C1=CC(=CC(=C1)C)OC (difluoromethyl)-3-methoxy-5-methylbenzene